[N+](=O)([O-])C1=CC=C(C=C1)N1CCN(CC1)C1CCC2(CCN(CC2)C=2C=C3C=NN(C(C3=CC2)=O)C2C(NC(CC2)=O)=O)CC1 3-[6-[9-[4-(4-nitrophenyl)piperazin-1-yl]-3-azaspiro[5.5]undecan-3-yl]-1-oxo-phthalazin-2-yl]piperidine-2,6-dione